COC1=CC=C(C=C1)C=1C=CC(N(N1)CC(N1CCN(CC1)C1=NC=CC=C1)=O)=O 6-(4-methoxyphenyl)-2-(2-oxo-2-(4-(pyridin-2-yl)piperazin-1-yl)ethyl)pyridazin-3(2H)-one